CC1(C(C(=CC2(CCN(C2)C(=O)C2=C(C(=NO2)C)C(F)(F)F)C1)C#N)=O)C 9,9-dimethyl-2-(3-methyl-4-(trifluoromethyl)isoxazole-5-carbonyl)-8-oxo-2-azaspiro[4.5]dec-6-ene-7-carbonitrile